ClC1=C(C=C(C=C1)Cl)C1=NC(=NC=C1)C(=O)NC1=C(C=C(C=C1C)CN1C(C2=CC=CC=C2C1=O)=O)C 4-(2,5-dichlorophenyl)-N-(4-((1,3-dioxoisoindolin-2-yl)methyl)-2,6-dimethylphenyl)pyrimidine-2-carboxamide